OCCOC1=CC=C(C=C1)C(C(C)(C)O)C(=O)C(C(C)(O)C)C1=CC=C(C=C1)OCCO 4-(2-hydroxyethoxy)-phenyl-(2-hydroxy-2-methylpropyl) ketone